(4aR,7aS)-octahydrothieno[3,4-b]pyrazine N1[C@H]2[C@@H](NCC1)CSC2